dicyclopentenyl diacrylate C(C=C)(=O)OC1=CCCC1.C(C=C)(=O)OC1=CCCC1